C(C)OC(C[C@@H](C1=CC(=CC(=C1)F)F)N)=O (S)-3-amino-3-(3,5-difluorophenyl)propionic acid ethyl ester